2-(4-methoxybenzyl)pyrrolidine COC1=CC=C(CC2NCCC2)C=C1